FC1=C(C2=C(C=C(C=C2C=C1)O[Si](C(C)C)(C(C)C)C(C)C)O)CCCOC1CN(CCCC1)C(=O)OC(C)(C)C tert-butyl 3-(3-{2-fluoro-8-hydroxy-6-[(triisopropylsilyl)oxy]naphthalen-1-yl}propoxy)azepane-1-carboxylate